(S)-5-((1-benzyl-pyrrolidin-3-yl)amino)-N-(isothiazol-3-yl)-N-(4-methoxybenzyl)-4-methylpyridine-2-sulfonamide C(C1=CC=CC=C1)N1C[C@H](CC1)NC=1C(=CC(=NC1)S(=O)(=O)N(CC1=CC=C(C=C1)OC)C1=NSC=C1)C